IC=1C=CC2=C(NC(=N2)\C=C\C2=CC=CC=C2)C1 (E)-6-iodo-2-styryl-1H-benzo[d]imidazole